ClC=1C=C(CNC2=NC3=CN=CC=C3C3=C2NC2=C3C=CN=C2)C=CC1 N-(3-chlorobenzyl)-7H-pyrido[4',3':4,5]pyrrolo[2,3-c][1,7]naphthyridin-6-amine